2-((1R,5S,6R)-3-(2-((S)-2-methylazetidin-1-yl)-6-(trifluoromethyl)pyrimidin-4-yl)-3-azabicyclo[3.1.0]hexan-6-yl)acetic acid C[C@H]1CCN1C2=NC(=CC(=N2)N3C[C@@H]4[C@H](C3)C4CC(=O)O)C(F)(F)F